BrC1=C(O\C(\C(=O)OC)=C/OC)C=C(C=C1)N1N=C(C=C1)Br methyl (Z)-2-[2-bromo-5-(3-bromopyrazol-1-yl)phenoxy]-3-methoxy-prop-2-enoate